3-(1-Benzylimidazol-4-yl)-N-[(4-methoxyphenyl)methyl]-N-methyl-4-[[5-(trifluoromethyl)-2-pyridyl]amino]benzenesulfonamide C(C1=CC=CC=C1)N1C=NC(=C1)C=1C=C(C=CC1NC1=NC=C(C=C1)C(F)(F)F)S(=O)(=O)N(C)CC1=CC=C(C=C1)OC